ClC1=NC(=NC(=N1)C1=CC=CC=2C(C3=CC=CC=C3C12)(C)C)C1=CC=CC=C1 2-chloro-4-(9,9-dimethylfluoren-4-yl)-6-phenyl-1,3,5-triazine